C1(=CC=C(C=C1)N(C1=CC=2C3(C4=CC=CC=C4C2C=C1)C1=CC=CC=C1C=1C=CC=CC13)C1=CC=C(C=C1)C=1C=CC=3N(C2=CC=CC=C2C3C1)C1=CC=CC=C1)C1=CC=CC=C1 N-(1,1'-biphenyl-4-yl)-N-[4-(9-phenyl-9H-carbazol-3-yl)phenyl]-9,9'-spirobi(9H-fluoren)-2-amine